tert-butyl 7-(3-nitropyridin-4-yl)-4,7-diazaspiro[2.5]octane-4-carboxylate [N+](=O)([O-])C=1C=NC=CC1N1CCN(C2(CC2)C1)C(=O)OC(C)(C)C